C(C)OC(=O)C1=CN=C2N1N=C(C=C2)Cl 6-chloroimidazo[1,2-b]pyridazine-3-carboxylic acid ethyl ester